ClC=1N=C(N(C1)COCC[Si](C)(C)C)OCCN1CCOCC1 4-(2-((4-chloro-1-((2-(trimethylsilyl)ethoxy)methyl)-1H-imidazol-2-yl)oxy)ethyl)morpholine